1-(2',4'-dinitrophenyl)-3-carbamoylpyridinium chloride [Cl-].[N+](=O)([O-])C1=C(C=CC(=C1)[N+](=O)[O-])[N+]1=CC(=CC=C1)C(N)=O